ClC1=CC=C(CNC(=O)C=2C(N(C3=C(C=CN=C3C2)OCC2(CC2)S(NC)(=O)=O)C)=O)C=C1 N-(4-chlorobenzyl)-1-methyl-8-((1-(N-methylsulfamoyl)cyclopropyl)methoxy)-2-oxo-1,2-dihydro-1,5-naphthyridine-3-carboxamide